COC(=O)C1=NC=C2N1C=C(C=C2)Br 6-Bromoimidazo[1,5-a]pyridine-3-carboxylic acid methyl ester